2-(2-Cyano-1H-indol-1-yl)ethan-1-aminium 2,2,2-trifluoroacetate FC(C(=O)[O-])(F)F.C(#N)C=1N(C2=CC=CC=C2C1)CC[NH3+]